4-(diphenylphosphino)morpholine C1(=CC=CC=C1)P(N1CCOCC1)C1=CC=CC=C1